C(C1=CC=CC=C1)OC1=CC=C(OCCOCCNC2=CC=NC=C2)C=C1 N-2-(2-(4-(benzyloxy)phenoxy)ethoxy)ethyl-4-pyridylamine